ClC1=C(C=C(C(=O)NC2=CC3=C(OCO3)C=C2Cl)C=C1)S(=O)(=O)N1CCC2=CC=CC=C12 4-chloro-N-(6-chlorobenzo[d][1,3]dioxol-5-yl)-3-(indolin-1-ylsulfonyl)benzamide